3,6-dihydro-2H-pyran-2-carboxylic acid ethyl ester C(C)OC(=O)C1OCC=CC1